Cl.N1=CN=C2NC=NC2=C1N1C[C@@H](CCC1)NC(C=C)=O (R)-N-(1-(9H-purin-6-yl)piperidine-3-yl)acrylamide hydrochloride